CN(CCOC1=CC=C(C=C1)S(=O)(=O)Cl)C 4-(2-(dimethylamino)ethoxy)benzenesulfonyl chloride